5,6,7,8-tetrahydronaphthalene-2-sulfonamide C1=C(C=CC=2CCCCC12)S(=O)(=O)N